FC1(COCC[C@H](N2N=CC(C3=NNC=4C=CC(OC1)=CC34)=C2)C)F (6R)-11,11-difluoro-6-methyl-9,13-dioxa-4,5,18,19-tetraazatetracyclo[12.5.2.12,5.017,20]docosa-1(19),2(22),3,14(21),15,17(20)-hexaene